ClC=1C=C(C=CC1)[C@H](C)N1C(C=NC2=CC(=C(C=C12)C(F)(F)F)[N+](=O)[O-])=O 1-[(1S)-1-(3-chlorophenyl)ethyl]-6-nitro-7-(trifluoromethyl)quinoxalin-2-one